2-(4-(4-(2-(5-Amino-8-(furan-2-yl)-2-oxothiazolo[5,4-e][1,2,4]triazolo[1,5-c]pyrimidin-3(2H)-yl)ethyl)piperazin-1-yl)-3-fluorophenoxy)-N-(2-aminoethyl)acetamide NC1=NC2=C(C=3N1N=C(N3)C=3OC=CC3)SC(N2CCN2CCN(CC2)C2=C(C=C(OCC(=O)NCCN)C=C2)F)=O